aluminum-silicon water O.[Si].[Al]